C12COCC(N1C=1SC3=C(N1)C=CC(=C3C(=O)NC3=C(C(=CC(=C3)F)F)C(NC31CC(C3)(C1)C(F)(F)F)=O)OC)C2 2-(3-Oxa-6-azabicyclo[3.1.1]heptan-6-yl)-N-(3,5-difluoro-2-((3-(trifluoromethyl)bicyclo[1.1.1]pentan-1-yl)carbamoyl)phenyl)-6-methoxybenzo[d]thiazole-7-carboxamide